(hexyloxy)carbon C(CCCCC)O[C]